1-(difluoromethyl)-3-vinylbenzene FC(C1=CC(=CC=C1)C=C)F